(S)-8-(2-amino-6-((R)-1-(5-chloro-3'-fluoro-5'-(trifluoromethyl)-[1,1'-biphenyl]-2-yl)-2,2,2-trifluoroethoxy)pyrimidin-4-yl)-2,8-diazaspiro[4.5]decane-3-carboxylic acid NC1=NC(=CC(=N1)N1CCC2(C[C@H](NC2)C(=O)O)CC1)O[C@@H](C(F)(F)F)C1=C(C=C(C=C1)Cl)C1=CC(=CC(=C1)C(F)(F)F)F